C(CCCCCCCCCCCCCCC(C)C)OCCCCCCCCCCCCCCCC(C)C isooctadecyl ether